3-((diphenylmethylene)amino)-6,7-difluoro-8-((triisopropylsilyl)ethynyl)naphthalen-1-yl trifluoromethanesulfonate FC(S(=O)(=O)OC1=CC(=CC2=CC(=C(C(=C12)C#C[Si](C(C)C)(C(C)C)C(C)C)F)F)N=C(C1=CC=CC=C1)C1=CC=CC=C1)(F)F